OC=1C=C(C=CC1)C1C(=C(NC=2CC(CC(C12)=O)C1=C(C=CC=C1)OC)C)C(=O)OC1CC(OC(C1)(C)C)(C)C 2,2,6,6-tetramethyltetrahydro-2H-pyran-4-yl 4-(3-hydroxyphenyl)-7-(2-methoxyphenyl)-2-methyl-5-oxo-1,4,5,6,7,8-hexahydroquinoline-3-carboxylate